(R)-7-((1-(1H-imidazol-1-yl)propan-2-yl)oxy)-1-(cyclopropylmethyl)-1H-indole-2-carboxylic acid ethyl ester C(C)OC(=O)C=1N(C2=C(C=CC=C2C1)O[C@@H](CN1C=NC=C1)C)CC1CC1